N-(5-Chloro-6-(2H-1,2,3-triazol-2-yl)pyridin-3-yl)-1-(2-oxo-1,2-dihydro-chinolin-4-yl)-5-(trifluoromethyl)-1H-pyrazol-4-carboxamid ClC=1C=C(C=NC1N1N=CC=N1)NC(=O)C=1C=NN(C1C(F)(F)F)C1=CC(NC2=CC=CC=C12)=O